C12C(CC(CC1)C[Si](OC)(OC)OC)O2 4-epoxycyclohexylmethyltrimethoxysilane